C1=C(C=CC=2SC3=CC=CC=C3NC12)C(=C)C1=CC=C(C=O)C=C1 4-(1-(10H-phenothiazin-2-yl)vinyl)benzaldehyde